CC=1C=C(C(=O)N2CC3(CC3)C(C2)NC(OC(C)(C)C)=O)C=CC1C(NC)=O tert-butyl N-{5-[3-methyl-4-(methylcarbamoyl)benzoyl]-5-azaspiro[2.4]heptan-7-yl}carbamate